CC(C)(O)C(Cl)(Cl)Cl chlorobutanol